[Si](=O)=O silicon-oxide-oxide